OC1=C(C=CC=C1O)CCNC(CCC(CC1SSCC1)C)=O N-[2-(2,3-dihydroxyphenyl)ethyl]-γ-methyl-1,2-dithiolane-3-pentanoamide